N-(2-hydroxyethyl)-2-{[4-(4-methylpiperazin-1-yl)phenyl]amino}-6-propyl-6H-pyrimido[5,4-c][2,1]benzothiazine-8-carboxamide 5,5-dioxide OCCNC(=O)C1=CC2=C(C3=C(S(N2CCC)(=O)=O)C=NC(=N3)NC3=CC=C(C=C3)N3CCN(CC3)C)C=C1